S(=O)(=O)(O)[O-].S(=O)(=O)(O)CCC[P+](C1=CC=CC=C1)(C1=CC=CC=C1)C1=CC=CC=C1 3-sulfopropyl-P,P,P-triphenylphosphonium hydrogensulfate